N-(6-((5-bromo-2-((2-methoxy-5-(1-methyl-1H-pyrazol-4-yl)-4-(4-(pyrrolidin-1-yl)piperidin-1-yl)phenyl)amino)pyrimidin-4-yl)amino)quinoxalin-5-yl)methanesulfonamide BrC=1C(=NC(=NC1)NC1=C(C=C(C(=C1)C=1C=NN(C1)C)N1CCC(CC1)N1CCCC1)OC)NC=1C(=C2N=CC=NC2=CC1)NS(=O)(=O)C